6-methyl-8-(2-methylbutyl)tetrahydro-1H-pyrazino[1,2-a]pyrimidine-4,7(6H,8H)-dione CC1C(N(CC2N1C(CCN2)=O)CC(CC)C)=O